CC=1C=C(OC(C(=O)OCCCCOC2=C(C=C(C=C2)/C=C/C(=O)O)OC)(C)C)C=CC1C (E)-3-(4-(4-((2-(3,4-dimethylphenoxy)-2-methylpropanoyl)oxy)butoxy)-3-methoxyphenyl)acrylic acid